N1C=CC=2C1=NC=CC2C=2C=NN(C2)C(CC#N)C2=CSC=C2 3-[4-(1H-pyrrolo[2,3-b]pyridin-4-yl)-1H-pyrazol-1-yl]-3-(3-thienyl)propanenitrile